N-(4-(bicyclo[3.1.0]hexan-3-yloxy)-3-fluoro-5-methylphenyl)-2-(pyrrolidin-1-yl)-5-(2,2,2-trifluoroethyl)thiazole-4-carboxamide C12CC(CC2C1)OC1=C(C=C(C=C1C)NC(=O)C=1N=C(SC1CC(F)(F)F)N1CCCC1)F